C(O[C@H]1CC[C@H](CC1)NC=1N=CC2=C(N1)NC=C2C2=NC=1N(C=C2)N=CC1)([2H])([2H])[2H] N-(cis-4-(methoxy-d3)cyclohexyl)-5-(pyrazolo[1,5-a]pyrimidin-5-yl)-7H-pyrrolo[2,3-d]pyrimidin-2-amine